ethyl 2-(2-((5-(3-(aminomethyl)phenyl)-7-cyclopropylbenzofuran-3-yl)methoxy)phenyl)acetate NCC=1C=C(C=CC1)C=1C=C(C2=C(C(=CO2)COC2=C(C=CC=C2)CC(=O)OCC)C1)C1CC1